FC1CN(CCC1(C(=O)Cl)C)C1=NC=C(C=N1)F 3-Fluoro-1-(5-fluoropyrimidin-2-yl)-4-methyl-piperidine-4-carbonyl chloride